dihydropyrimidin-2(1H)-one N1C(NCC=C1)=O